CN(C(=O)[C@@H]1CN(CC[C@H]1NC(=O)C1=NC(=NO1)C1=C(C=C(C=C1)F)F)C1CCCCC1)C (3R,4R)-1-cyclohexyl-4-{[3-(2,4-difluoro-phenyl)-[1,2,4]oxadiazole-5-carbonyl]-amino}-piperidine-3-carboxylic acid dimethylamide